C(#N)C1=CN=C(S1)N1N=CN=C1C(C)NC(OC(C)(C)C)=O tert-butyl {1-[1-(5-cyano-1,3-thiazol-2-yl)-1H-1,2,4-triazol-5-yl]ethyl}carbamate